C(C=1C(C(=O)[O-])=CC(C(=O)[O-])=C(C(=O)[O-])C1)(=O)OCC(CCCCC)CCC (2-propyl heptyl) pyromellitate